CN1N=C(C=C1N)C1=C(C=CC=C1)C 1-methyl-3-(2-methylphenyl)-1H-pyrazol-5-amine